ethyl 4-(3-hydroxy-3,4-dimethyl-pent-1-ynyl)-2,6-dimethyl-7-oxo-1H-pyrrolo[2,3-c]pyridine-3-carboxylate OC(C#CC=1C2=C(C(N(C1)C)=O)NC(=C2C(=O)OCC)C)(C(C)C)C